FC=1C=C(C=CC1OC)C(CCC(C)C)O 1-(3-fluoro-4-methoxyphenyl)-4-methylpentan-1-ol